tert-butyl (1-(1-(Ra)-(2,3-dichlorophenyl)-2-methyl-6-oxo-1,6-dihydropyrimidin-4-yl)-4-methylpiperidin-4-yl)carbamate ClC1=C(C=CC=C1Cl)N1C(=NC(=CC1=O)N1CCC(CC1)(C)NC(OC(C)(C)C)=O)C